diphenylmethyl-borane C1(=CC=CC=C1)C(C1=CC=CC=C1)B